1-[2-(3-Acetylamino-2,4,6-triiodobenzoylamino)aminoethyl]-2-chloro-1-ethanone C(C)(=O)NC=1C(=C(C(=O)NNCCC(CCl)=O)C(=CC1I)I)I